3-(5-fluoro-2-{3-methoxy-4-[(1s,3s)-3-(dimethylamino)cyclobutoxy]phenylamino}-4-pyrimidinylamino)-2-quinolinecarboxamide FC=1C(=NC(=NC1)NC1=CC(=C(C=C1)OC1CC(C1)N(C)C)OC)NC=1C(=NC2=CC=CC=C2C1)C(=O)N